ClC1=CC=C(C=N1)C(=O)NN 6-chloropyridin-3-carbohydrazide